C1OCC2(N3C1=CC=CC3=O)CC2 spiro[cyclopropane-1,4'-pyrido[2,1-c][1,4]oxazin]-6'(1'H)-one